C(CC\C=C\CCCCC)O (E)-dec-4-en-1-ol